P(=O)(OCCCCCCCCC)(OCCCCCCN1CCN(CC1)C(CCCCCC)CCCCCC)O nonyl (6-(4-(tridecan-7-yl)piperazin-1-yl)hexyl) hydrogen phosphate